5-(2-(3,3-Dioxido-3-thia-9-azaspiro[5.5]undecan-9-yl)-2-oxoacetamido)Nicotinamide O=S1(CCC2(CC1)CCN(CC2)C(C(=O)NC=2C=NC=C(C(=O)N)C2)=O)=O